methyl 2-(5,5-dimethyl-1,3,2-dioxaborolan-2-yl)-3-ethyl-benzoate CC1(COB(O1)C1=C(C(=O)OC)C=CC=C1CC)C